O=C1NC(CCC1OC1=CC=C(C(=O)O)C=C1)=O 4-((2,6-dioxopiperidin-3-yl)oxy)benzoic acid